O[C@@]1([C@@H](CC[C@H](C1)C)C(C)C)C(=O)NCCC1=NC=CC=C1C (1s,2s,5r)-1-hydroxy-2-isopropyl-5-methyl-N-[2-(3-methyl-2-pyridinyl)ethyl]cyclohexanecarboxamide